4-(2-fluoropyridin-4-yl)morpholine FC1=NC=CC(=C1)N1CCOCC1